[Cl-].C(C=C)(=O)NCCC[N+](C)(C)C 3-(acryloylamino)propyltrimethylammonium chloride